FC(C1=NC(=NO1)C=1C=C(C=CC1)C(C(=O)O)C(=O)O)(F)F 2-(3-(5-trifluoromethyl-1,2,4-oxadiazol-3-yl)phenyl)malonic acid